1-methyl-N-(1-methylpyrrolidin-3-yl)-4-nitro-1H-imidazole-2-carboxamide CN1C(=NC(=C1)[N+](=O)[O-])C(=O)NC1CN(CC1)C